4-methylbicyclo[2.2.2]-oct-2-ene CC12C=CC(CC1)CC2